O=CC(C(OP(OP(OC([C@@H]1[C@H]([C@H]([C@@H](O1)N1C=NC=2C(N=O)=NC=NC12)O)OP(=O)(O)O)=O)(=O)O)(=O)O)=O)(C)[C@@H](O)C(=O)NCCC(=O)NCCS tetraketo-CoA